C(C1=CC=CC=C1)NCC1=NN(C=C1)CC(F)(F)F N-benzyl-1-(1-(2,2,2-trifluoroethyl)-1H-pyrazol-3-yl)methanamin